C(CCCCCCCCCCCC=CCCCCCCCC)(=O)OCCCCCCCCCCCCCCCCCCCCCCCCCCCCCCCC dotriacontyl docos-13-enoate